ClC1=CC2=C(C(=NO2)N2C(N3[C@H](C2)C([C@@H](C3)NS(=O)(=O)C)(F)F)=O)C(=C1F)C1=C(C=C(C=C1F)F)F N-{(6R,7aR)-2-[6-chloro-5-fluoro-4-(2,4,6-trifluorophenyl)-1,2-benzoxazol-3-yl]-7,7-difluoro-3-oxohexahydro-1H-pyrrolo[1,2-c]imidazol-6-yl}methanesulfonamide